methyl ((1s,4s)-4-(4-(3-cyano-4-((2-cyano-4-fluorophenyl)thio)pyrazolo[1,5-a]pyridin-6-yl)-5-methyl-1H-pyrazol-1-yl)-1-methylcyclohexyl)carbamate C(#N)C=1C=NN2C1C(=CC(=C2)C=2C=NN(C2C)C2CCC(CC2)(C)NC(OC)=O)SC2=C(C=C(C=C2)F)C#N